OCC1=C(C=CC=C1)N1N=C2C(=N1)C=CC=C2 2-(2'-hydroxymethylphenyl)benzotriazole